N-(7-(3,3-difluoropyrrolidin-1-yl)-4-((2-(2-fluorophenyl)pyridin-4-yl)amino)quinazolin-6-yl)-2-fluoroacrylamide FC1(CN(CC1)C1=C(C=C2C(=NC=NC2=C1)NC1=CC(=NC=C1)C1=C(C=CC=C1)F)NC(C(=C)F)=O)F